ClC=1C=C2C3=C(N(C2=C(C1)C=1N(N=C(C1)C)C)CC(F)(F)F)C=NC=C3 6-Chloro-8-(2,5-dimethyl-2H-pyrazol-3-yl)-9-(2,2,2-trifluoro-ethyl)-9H-pyrido[3,4-b]indole